1-(4-Hydroxy-3,5-dimethoxyphenyl)ethanon OC1=C(C=C(C=C1OC)C(C)=O)OC